ClC=1C(=C(C=CC1F)[C@@H](NC(=O)N1CC(NCC1)=O)C1CC(C1)(C)C)F N-((S)-(3-chloro-2,4-difluorophenyl)(3,3-dimethylcyclobutyl)methyl)-3-oxopiperazine-1-carboxamide